C1(CC1)C=1C(=NC=CC1)N1CCC(CC1)(C(=O)O)CC(N(C1=CC=CC=C1)C1=CC=CC=C1)=O 1-(3-Cyclopropyl-2-pyridinyl)-4-[2-oxo-2-(N-phenylanilino)ethyl]piperidine-4-carboxylic acid